3-fluoro-5-(2-(isopropoxyimino)ethyl)isonicotinic acid methyl ester COC(C1=C(C=NC=C1CC=NOC(C)C)F)=O